C1#CC(CCCCC1)C(C(=O)N)I Cyclooctynyl-Iodoacetamide